7-(iodomethyl)-2-methoxy-3-methyl-7,8-dihydro-5H-pyrano[4,3-b]pyridine ICC1CC2=NC(=C(C=C2CO1)C)OC